ClC1=C(C(=O)N2COC3=C(C2)C=CC=C3C3=CC(=C(C(=O)O)C=C3F)N3C2COCC3CC2)C(=CC(=C1)N1CC2(C1)CCN(C2)C)Cl 4-[3-[2,6-dichloro-4-(7-methyl-2,7-diazaspiro[3.4]octan-2-yl)benzoyl]-2,4-dihydro-1,3-benzoxazine-8-yl]-5-fluoro-2-(3-oxa-8-azabicyclo[3.2.1]octan-8-yl)benzoic acid